[Cl-].C[N+]1(CC(C(C1)=C)=C)C N,N-dimethyl-3,4-dimethylene-pyrrolidinium chloride